The molecule is an acyl-CoA that results from the formal condensation of the thiol group of coenzyme A with the carboxy group of oscr#22. It derives from an oscr#22. It is a conjugate acid of an oscr#22-CoA(4-). C[C@H]1[C@@H](C[C@H]([C@@H](O1)OCCCCCCCCCCCCC(=O)SCCNC(=O)CCNC(=O)[C@@H](C(C)(C)COP(=O)(O)OP(=O)(O)OC[C@@H]2[C@H]([C@H]([C@@H](O2)N3C=NC4=C(N=CN=C43)N)O)OP(=O)(O)O)O)O)O